3-bromo-N-(2-bromo-3,5-bis-trifluoromethyl-phenyl)-5-tert-butyl-6-hydroxy-2-methylbenzamide BrC=1C(=C(C(=O)NC2=C(C(=CC(=C2)C(F)(F)F)C(F)(F)F)Br)C(=C(C1)C(C)(C)C)O)C